Cl.N[C@@H](C)C1=CC=C(C(=O)OC)C=C1 methyl (s)-4-(1-aminoethyl)benzoate hydrochloride